(S)-3-(R-3-mercapto-2-((2-mercaptoethylthio)propylthio)propylthio)-2-(2-mercaptoethylthio)propane-1-thiol SC[C@H](CSC[C@H](CS)SCCS)SCCCSCCS